N-(6-amino-4-isopropoxy-3-pyridyl)-6-(trifluoromethyl)pyridine-2-carboxamide NC1=CC(=C(C=N1)NC(=O)C1=NC(=CC=C1)C(F)(F)F)OC(C)C